C(#N)C1=C(N=C2N(C1=O)C=C(C=C2[C@@H](C)NC=2C(=NC(=CC2)C)C(=O)O)C)NC2CCC2 (R)-3-((1-(3-cyano-2-(cyclobutylamino)-7-methyl-4-oxo-4H-pyrido[1,2-a]pyrimidin-9-yl)ethyl)amino)-6-methylpicolinic acid